5-methyloxolan-3-amine CC1CC(CO1)N